COC1=C(C=CC=C1)N1CC(CC1)OC1=NC=C(C=C1)C(F)(F)F 2-(1-(2-methoxyphenyl)pyrrolidin-3-yloxy)-5-(trifluoromethyl)pyridine